FC1=C(C=C(C=C1)F)[C@@H]1N(CCC1)C1=NC=2N(C=C1)N=CC2C=2NC(=NN2)C21CC3(CC(CC(C2)C3)C1)O (1R,3R)-3-(5-(5-((R)-2-(2,5-difluorophenyl)pyrrolidin-1-yl)pyrazolo[1,5-a]pyrimidin-3-yl)-4H-1,2,4-triazol-3-yl)adamantan-1-ol